C(C=1C(=C(C(=CC1)CO)O)C)C=1C(=C(C(=CC1)CO)O)C methylenebis[2-methyl-6-hydroxymethylphenol]